FC1=C(C(=C(C(=C1F)F)F)F)OS(=O)(=O)C=1C(=C2C=CC(N(C2=CC1)C1=C(C=C(C(=C1)F)Br)OC)=O)F 1-(4-bromo-5-fluoro-2-methoxyphenyl)-5-fluoro-2-oxo-1,2-dihydroquinoline-6-sulfonic acid perfluorophenyl ester